4-[(5S)-3-Bromo-4,5-dihydroisoxazol-5-yl]-2-(1-methylimidazol-4-yl)-N-[3-(trifluoromethyl)phenyl]aniline BrC1=NO[C@@H](C1)C1=CC(=C(NC2=CC(=CC=C2)C(F)(F)F)C=C1)C=1N=CN(C1)C